2-((6-chloro-5-methylamino-[1,1'-biphenyl]-2-yl)amino)benzoic acid ClC1=C(C=CC(=C1C1=CC=CC=C1)NC1=C(C(=O)O)C=CC=C1)NC